γ-Aminopropyl-trimethoxysilan NCCC[Si](OC)(OC)OC